(1-benzyl-1H-indol-3-yl)(6-bromopyridin-3-yl)methanone C(C1=CC=CC=C1)N1C=C(C2=CC=CC=C12)C(=O)C=1C=NC(=CC1)Br